2-(3-hydroxy-2-phenylpropionamido)-9-(5,6,7,8-tetrahydro-1,8-naphthyridin-2-yl)nonanoic acid OCC(C(=O)NC(C(=O)O)CCCCCCCC1=NC=2NCCCC2C=C1)C1=CC=CC=C1